BrC=1C=C(C=C(C1)Cl)NC(=O)NC1=C(C(=CC=C1)Cl)CCO 1-(3-bromo-5-chlorophenyl)-3-[3-chloro-2-(2-hydroxyethyl)phenyl]urea